(4,4,5,5-tetramethyl-1,3,2-dioxaborolan-2-yl)-7H-benzo[c]carbazole CC1(OB(OC1(C)C)C1=CC=CC=2C=CC=3NC=4C=CC=CC4C3C21)C